2-(methylthio)pyrido[4,3-d]pyrimidin-5(6H)-one CSC=1N=CC2=C(N1)C=CNC2=O